4-((3-phenylprop-2-yn-1-yl)oxy)-4-methylcyclohexa-2,5-dien-1-one C1(=CC=CC=C1)C#CCOC1(C=CC(C=C1)=O)C